1-methyl-3-(trifluoromethyl)-N-[2'-(trifluoromethyl)biphenyl-2-yl]-1H-pyrazol-4-carboxamide CN1N=C(C(=C1)C(=O)NC1=C(C=CC=C1)C1=C(C=CC=C1)C(F)(F)F)C(F)(F)F